CS(=O)(=O)C=1C=C(C2=C(N=C(O2)N2CC3CCC(C2)N3C(=O)OC(C)(C)C)C1)C=1SC=CN1 tert-Butyl 3-(5-(methylsulfonyl)-7-(thiazol-2-yl)benzo[d]oxazol-2-yl)-3,8-diazabicyclo[3.2.1]octane-8-carboxylate